C(C#C)(=O)N[C@@H]([C@@H](C)CC)C(=O)OC Methyl propioloyl-L-isoleucinate